N-(1-methylazetidin-3-yl)pyridine-2-carboxamide CN1CC(C1)NC(=O)C1=NC=CC=C1